C1OCC12CCN(CC2)CCOC2=CC(=C(C=C2)C=2C=CC(=NC2)CC(=O)NCC2=CC=CC=C2)C 2-(5-(4-(2-(2-oxa-7-azaspiro[3.5]nonan-7-yl)ethoxy)-2-methylphenyl)pyridin-2-yl)-N-benzylacetamide